C(C)(C)(C)OC(=O)N1C[C@@H]([C@H](C1)O)N1C(C2=CC=CC=C2C1=O)=O (3S,4S)-3-(1,3-Dioxoisoindolin-2-yl)-4-hydroxypyrrolidine-1-carboxylic acid tert-butyl ester